(S)-1-(1-(1-(2-cyanophenyl)piperidin-4-yl)-2-hydroxyethyl)-3-(2-ethynylthiazol-4-yl)-urea C(#N)C1=C(C=CC=C1)N1CCC(CC1)[C@@H](CO)NC(=O)NC=1N=C(SC1)C#C